N-{3-[2-(phenylamino)quinazolin-7-yl]phenyl}prop-2-enamide C1(=CC=CC=C1)NC1=NC2=CC(=CC=C2C=N1)C=1C=C(C=CC1)NC(C=C)=O